Hydroxycysteine ON[C@@H](CS)C(=O)O